CN(C(O)=O)C.CC1=CC=CC(=C1)C 2,4-dimethylbenzene dimethylcarbamate